CN1N=C(C=C1CN1C(=NC2=NC=C(C=C21)C=2C=CN1N=CN=C(C12)OC)C)C 1-((1,3-dimethyl-1H-pyrazol-5-yl)methyl)-6-(4-methoxypyrrolo[2,1-f][1,2,4]triazin-5-yl)-2-methyl-1H-imidazo[4,5-b]pyridine